N1[C@@H](CCC1)C(=O)N[C@@H](CC(C)C)C(=O)O L-Prolyl-L-Leucine